[4-[5-(5-ethoxy-1-triisopropylsilyl-pyrrolo[2,3-b]pyridin-4-yl)-3-pyridinyl]phenyl]pyrrolidin-2-one C(C)OC=1C(=C2C(=NC1)N(C=C2)[Si](C(C)C)(C(C)C)C(C)C)C=2C=C(C=NC2)C2=CC=C(C=C2)N2C(CCC2)=O